(Z)-3-(3-(3,5-bis-(trifluoromethyl)-phenyl)-1H-1,2,4-triazol-1-yl)-2-(2-fluoropyridin-3-yl)acrylamide FC(C=1C=C(C=C(C1)C(F)(F)F)C1=NN(C=N1)\C=C(/C(=O)N)\C=1C(=NC=CC1)F)(F)F